C(C)(C)(C)C1=NC=2C=CC(=CC2C=2N1C=CN2)OC2=CC=1N(C3=CC=CC=C3C1C=C2)C2=NC=CC(=C2)C(C)(C)C 5-(tert-butyl)-9-((9-(4-(tert-butyl)pyridin-2-yl)-9H-carbazol-2-yl)oxy)imidazo[1,2-c]quinazoline